C(C)(C)(C)OC(=O)N1CCN(CC1)C1=NC(=CC(=N1)Cl)C#N.CN1CCN(CC1)CCOC1=CC(=C2C=NC=NC2=C1)OC1CCOCC1 7-[2-(4-methylpiperazin-1-yl)ethoxy]-5-tetrahydropyran-4-yloxyquinazoline tert-butyl-4-(4-chloro-6-cyanopyrimidin-2-yl)piperazine-1-carboxylate